C(C)(C)(C)OC(=O)C=1CNC2=NC=CC=C2C1 [1,8]Naphthyridine-3(2H)-carboxylic acid tert-butyl ester